FC=1C=C2C(=C(NC2=C(C1)F)C1=CC=C(C=C1)F)C1CC(C1)CO [3-[5,7-difluoro-2-(4-fluorophenyl)-1H-indol-3-yl]cyclobutyl]methanol